1-(4-(2-(4-cyclopropyl-phenyl)propan-2-yl)thiazol-2-yl)-3-(4-(piperazin-1-yl)-benzyl)urea C1(CC1)C1=CC=C(C=C1)C(C)(C)C=1N=C(SC1)NC(=O)NCC1=CC=C(C=C1)N1CCNCC1